(R)-N-((S)-3-(3-chloro-4-hydroxyphenyl)-2-(dimethylamino)propyl)-3-(pyridin-4-yl)-3-(1-(trifluoromethyl)cyclopropyl)propanamide ClC=1C=C(C=CC1O)C[C@@H](CNC(C[C@@H](C1(CC1)C(F)(F)F)C1=CC=NC=C1)=O)N(C)C